1-([2,4'-bipyridine]-3-carbonyl)-4-(2,6-difluorobenzyl)piperidine-4-carbonitrile N1=C(C(=CC=C1)C(=O)N1CCC(CC1)(C#N)CC1=C(C=CC=C1F)F)C1=CC=NC=C1